1-(3-cycloocten-1-yl)-ethanone C1(CC=CCCCC1)C(C)=O